5-[(2,2-dimethyl-4-oxocyclohexyl)amino]furo[2,3-c]pyridine-2-carboxamide CC1(C(CCC(C1)=O)NC=1C=C2C(=CN1)OC(=C2)C(=O)N)C